ClC1=CC2=C(N(C(=N2)O)CCC[C@H]2NCCC[C@@H]2O)C=C1Cl 5,6-dichloro-1-(3-((2R,3S)-3-hydroxypiperidin-2-yl)propyl)-1H-benzo[d]imidazol-2-ol